C(C)(C)(C)OC(NC1=NC2=CC=NC=C2C=C1)=O tert-butyl(1,6-naphthyridin-2-yl)carbamate